6-Chloro-3-[[(1R)-1-[6-methyl-2-(1-methylpyrazol-4-yl)-4-oxo-chromen-8-yl]ethyl]amino]pyridine-2-carbonitrile ClC1=CC=C(C(=N1)C#N)N[C@H](C)C=1C=C(C=C2C(C=C(OC12)C=1C=NN(C1)C)=O)C